7-amino-2-[2-(pyrazin-2-yl)prop-2-en-1-yl]-4-[3-(thiophen-2-yl)-1H-indazol-5-yl]-2,3-dihydro-1H-isoindol-1-one NC=1C=CC(=C2CN(C(C12)=O)CC(=C)C1=NC=CN=C1)C=1C=C2C(=NNC2=CC1)C=1SC=CC1